N-Boc-1,8-diaminooctane C(=O)(OC(C)(C)C)NCCCCCCCCN